N-(4-(4-(2-methoxy-ethyl)piperazin-1-yl)-pyridin-2-yl)-6-(1H-pyrazol-4-yl)benzo[d]-thiazol-2-amine COCCN1CCN(CC1)C1=CC(=NC=C1)NC=1SC2=C(N1)C=CC(=C2)C=2C=NNC2